C(C)(C)N1N=C(C=C1)S(=O)(N)=NC(NC1=C2C(=NC3=C1CCC3)C3(CC2)CC3)=O 1-isopropyl-N'-((1',5',6',7'-tetrahydro-2'H-spiro[cyclopropane-1,3'-dicyclopenta[b,e]pyridin]-8'-yl)carbamoyl)-1H-pyrazole-3-sulfonimidamide